C(#N)C1=CC=C2C(=N1)N(C=C2C2=NC(=NC=C2CC)N[C@@H]2CN(CCC2)C(=O)OC(C)(C)C)S(=O)(=O)C2=CC=CC=C2 Tert-butyl (S)-3-((4-(6-cyano-1-(phenylsulfonyl)-1H-pyrrolo[2,3-b]pyridin-3-yl)-5-ethylpyrimidin-2-yl)amino)piperidine-1-carboxylate